C(CCCCCCCCC(=O)OCCCCCCCCC(C)C)(=O)OCCCCCCCCC(C)C di(isoundecyl) sebacate